2-(4-((2,6-dimethyl-4-(trifluoromethyl)phenyl)amino)-1H-imidazo[4,5-c]pyridin-1-yl)acetic acid CC1=C(C(=CC(=C1)C(F)(F)F)C)NC1=NC=CC2=C1N=CN2CC(=O)O